methyl 2-(chloromethyl)-1-((1-fluorocyclopropyl) methyl)-1H-benzo[d]imidazole-6-carboxylate ClCC1=NC2=C(N1CC1(CC1)F)C=C(C=C2)C(=O)OC